FC=1C(=C(C=CC1F)C=1CCCC2=C(C1C1=CC=C(C=C1)C=C1CN(C1)CCC(F)F)C=CC=C2)C 8-(3,4-Difluoro-2-methylphenyl)-9-(4-((1-(3,3-difluoropropyl)azetidin-3-yliden)methyl)phenyl)-6,7-dihydro-5H-benzo[7]annulen